C1(CCC1)CC1=C(C=2CCCC2C=C1)N 5-(Cyclobutylmethyl)-2,3-dihydro-1H-inden-4-amine